C(C)OC(=O)C=1C=NC(=NC1)N1N=C(C2=CC=C(C=C12)F)C(F)F (3-(difluoromethyl)-6-fluoro-1H-indazol-1-yl)pyrimidine-5-carboxylic acid ethyl ester